N-(1-allyl-1H-tetrazol-5-yl)-2-(((2-ethyl-2H-tetrazol-5-yl)methoxy)methyl)-6-(trifluoromethyl)nicotinamide C(C=C)N1N=NN=C1NC(C1=C(N=C(C=C1)C(F)(F)F)COCC=1N=NN(N1)CC)=O